tert-butyl 3-[3-[4-[(7S)-3-carbamoyl-2-(4-phenoxyphenyl)-4,5,6,7-tetrahydropyrazolo[1,5-a]pyrimidin-7-yl]-1-piperidyl]azetidin-1-yl]azetidine-1-carboxylate C(N)(=O)C=1C(=NN2C1NCC[C@H]2C2CCN(CC2)C2CN(C2)C2CN(C2)C(=O)OC(C)(C)C)C2=CC=C(C=C2)OC2=CC=CC=C2